C1(CC1)C(C(=O)N1CCOC2=C(C1)C=NC=C2C#N)(C)C 4-(2-cyclopropyl-2-methyl-propanoyl)-3,5-dihydro-2H-pyrido[3,4-f][1,4]oxazepine-9-carbonitrile